CC1=CC2=C(SC3=C2C=C(C=C3)C)C=C1 2,8-dimethyldibenzothiophene